(4-(3,4-dimethylphenyl)thiophen-2-yl)(3,4,5-trimethoxyphenyl)methanone CC=1C=C(C=CC1C)C=1C=C(SC1)C(=O)C1=CC(=C(C(=C1)OC)OC)OC